2-(2-(3-Cyano-4-oxo-1-(1-(6-(trifluoromethyl)pyridin-3-yl)ethyl)-4,5-dihydro-1H-pyrazolo[3,4-d]pyrimidin-6-yl)cyclobutyl)pyridin-1-oxid C(#N)C1=NN(C=2N=C(NC(C21)=O)C2C(CC2)C2=[N+](C=CC=C2)[O-])C(C)C=2C=NC(=CC2)C(F)(F)F